(6-bromo-1-cyclobutyl-4-fluoro-1H-indol-2-yl)-3,3-dimethylbutyramide BrC1=CC(=C2C=C(N(C2=C1)C1CCC1)C(C(=O)N)C(C)(C)C)F